Cl.ClC1=C(C(=O)O)C=CC(=C1)NC(C1=NC=C(C=C1)CCCCC)=O 2-chloro-4-(5-pentylpicolinamido)benzoic acid hydrogen chloride